CC1=C(C=CC(=N1)NC(C1=CC=C(C=C1)C1=NSC(N1)=O)=O)NC1=NC(=CC=C1[N+](=O)[O-])C1=CC=CC=C1 N-[6-methyl-5-[(3-nitro-6-phenyl-2-pyridyl)amino]-2-pyridyl]-4-(5-oxo-4H-1,2,4-thiadiazol-3-yl)benzamide